2-({[6-(6-aminopyridin-3-yl)-2-methoxynaphthalen-1-yl]amino}methyl)prop-2-enenitrile NC1=CC=C(C=N1)C=1C=C2C=CC(=C(C2=CC1)NCC(C#N)=C)OC